C(C)(=O)C=1C=CC=2N(C3=CC=C(C=C3C2C1)C(C)=O)CC 3,6-diacetyl-N-ethylcarbazole